C(C)(C)(C)[C@H]1OC([C@@H](N1C(=O)OCC1=CC=CC=C1)CC(CC)=O)=O Benzyl (2R,4S)-2-(tert-butyl)-5-oxo-4-(2-oxobutyl)oxazolidine-3-carboxylate